CN1N=C(C=C1S(=O)(=O)N1CC2(C1)CC(C2)NC2COC2)C(F)(F)F 2-((1-Methyl-3-(trifluoromethyl)-1H-pyrazol-5-yl)sulfonyl)-N-(oxetan-3-yl)-2-azaspiro[3.3]heptan-6-amine